cis-3-((methanesulfonyl)amino)-N,N-dimethyl-2-(((cis-4-(2-(trifluoromethyl)phenyl)cyclohexyl)oxy)methyl)pyrrolidine-1-carboxamide CS(=O)(=O)N[C@@H]1[C@@H](N(CC1)C(=O)N(C)C)CO[C@@H]1CC[C@@H](CC1)C1=C(C=CC=C1)C(F)(F)F